(S)-1-(3-((3'-(3-(((S)-2,3-Dihydroxypropyl)amino)propoxy)-2,2'-dimethyl-[1,1'-biphenyl]-3-yl)oxy)propyl)piperidin O[C@@H](CNCCCOC=1C(=C(C=CC1)C1=C(C(=CC=C1)OCCCN1CCCCC1)C)C)CO